[3-(5-bromo-6-fluoro-1H-indol-3-yl)-2,2-dimethyl-propoxy]-tert-butyl-diphenyl-silane BrC=1C=C2C(=CNC2=CC1F)CC(CO[Si](C1=CC=CC=C1)(C1=CC=CC=C1)C(C)(C)C)(C)C